(R)-4-(dibenzylamino)-3-fluoro-2-methylbutan-2-ol C(C1=CC=CC=C1)N(C[C@H](C(C)(O)C)F)CC1=CC=CC=C1